N-((1r,4r)-4-((5-(8-fluoroimidazo[1,2-a]pyridin-6-yl)-4-methoxy-7H-pyrrolo[2,3-d]pyrimidin-2-yl)amino)cyclohexyl)acetamide FC=1C=2N(C=C(C1)C1=CNC=3N=C(N=C(C31)OC)NC3CCC(CC3)NC(C)=O)C=CN2